((6-chloro-2,3-dihydrobenzofuran-5-yl)amino)-9-(cis-4-methoxycyclohexyl)-7-methyl-7,9-dihydro-8H-purin-8-one ClC1=CC2=C(CCO2)C=C1NC1=NC=C2N(C(N(C2=N1)[C@@H]1CC[C@@H](CC1)OC)=O)C